Tert-butyl (1-((2-mercaptoethyl)amino)-3-methyl-1-oxobutan-2-yl)carbamate SCCNC(C(C(C)C)NC(OC(C)(C)C)=O)=O